(((9H-fluoren-9-yl)methoxy)carbonyl)-3-(1-(2-(tert-butoxy)-2-oxoethyl)-1H-indol-3-yl)propionic acid C1=CC=CC=2C3=CC=CC=C3C(C12)COC(=O)C(C(=O)O)CC1=CN(C2=CC=CC=C12)CC(=O)OC(C)(C)C